(3ar,5r,6as)-5-((S)-2,2-dimethyl-1,3-dioxol-4-yl)-2,2-dimethyldihydrofuro[2,3-d][1,3]dioxol-6(5H)-one CC1(OC=C(O1)[C@@H]1C([C@@H]2[C@@H](OC(O2)(C)C)O1)=O)C